FC=1C=C(C=C(C1)C1=CC(=CC=C1)OC(F)(F)F)[C@H](CC(=O)O)NC(=O)NC=1C(N(C(=CC1O)C)C)=O (S)-3-(5-fluoro-3'-(trifluoromethoxy)biphenyl-3-yl)-3-(3-(4-hydroxy-1,6-dimethyl-2-oxo-1,2-dihydropyridin-3-yl)ureido)propanoic acid